3-(6-fluoro-5-(4-((1-(2-fluoro-4-(3-(4-fluoro-3-methoxyphenyl)-7-hydroxychroman-4-yl)phenyl)piperidin-4-yl)methyl)piperazin-1-yl)-1-oxoisoindolin-2-yl)piperidine-2,6-dione FC1=C(C=C2CN(C(C2=C1)=O)C1C(NC(CC1)=O)=O)N1CCN(CC1)CC1CCN(CC1)C1=C(C=C(C=C1)C1C(COC2=CC(=CC=C12)O)C1=CC(=C(C=C1)F)OC)F